[Cl-].[Cl-].CN(C)CC[Ti+2]C1=CC=CC=2C3=CC=CC=C3CC12 (N,N-dimethylamino)ethyl-fluorenyl-titanium dichloride